N[C@H]1[C@@H]2[C@H](N([C@H]1COC1CCC(CC1)C1=CC=CC=C1)C(=O)OC)CCC2 methyl (2R,3S,3aR,6aR)-3-amino-2-((((1s,4S)-4-phenylcyclohexyl)oxy)-methyl)hexahydrocyclopenta[b]pyrrole-1(2H)-carboxylate